C(#N)C1=CC=C(C=C1)C(N1C[C@@H](N(C[C@H]1CC)C(=O)OC(C)(C)C)C)C1=CC=C(C=C1)F tert-butyl (2S,5R)-4-((4-cyanophenyl)(4-fluorophenyl)methyl)-5-ethyl-2-methylpiperazine-1-carboxylate